Methylcyclopentadienyl-tris(dimethylamino)hafnium CC1(C=CC=C1)[Hf](N(C)C)(N(C)C)N(C)C